1-[6-[5-(3-hydroxy-1-naphthyl)-1-methyl-4-(1-methylindazol-5-yl)imidazol-2-yl]-2-azaspiro[3.3]heptan-2-yl]prop-2-en-1-one OC=1C=C(C2=CC=CC=C2C1)C1=C(N=C(N1C)C1CC2(CN(C2)C(C=C)=O)C1)C=1C=C2C=NN(C2=CC1)C